gadolinium 2,2',2''-{10-[(1S)-1-carboxy-4-{4-[2-(2-ethoxyethoxy)ethoxy]phenyl}butyl]-1,4,7,10-tetraazacyclododecane-1,4,7-triyl}triacetate C(=O)(O)[C@H](CCCC1=CC=C(C=C1)OCCOCCOCC)N1CCN(CCN(CCN(CC1)CC(=O)[O-])CC(=O)[O-])CC(=O)[O-].[Gd+3]